N-(3-((2-Aminopyrimidin-5-yl)ethynyl)-2,4-difluorophenyl)-5-chloro-2-methoxypyridine-3-sulfonamide NC1=NC=C(C=N1)C#CC=1C(=C(C=CC1F)NS(=O)(=O)C=1C(=NC=C(C1)Cl)OC)F